4-[6-(1-cyano-1-methylethyl)pyrazolo[1,5-a]pyridin-3-yl]-2-(difluoromethoxy)-N-[(1R,2R)-2-fluorocyclopropyl]-6-methoxybenzamide C(#N)C(C)(C)C=1C=CC=2N(C1)N=CC2C2=CC(=C(C(=O)N[C@H]1[C@@H](C1)F)C(=C2)OC)OC(F)F